CN1S(N=C(C=C1C(=O)OC)C1=CC=NN1C)(=O)=O Methyl 2-methyl-5-(1-methyl-1H-pyrazol-5-yl)-2H-1,2,6-thiadiazine-3-carboxylate 1,1-dioxide